2-methyl-2-n-propyl-1,3-propanediol CC(CO)(CO)CCC